4-(6-chloro-4-(6,6-difluoro-1,4-diazepan-1-yl)-8-fluoro-2-(((2S,4S)-4-fluoro-1-methylpyrrolidin-2-yl)meth-oxy)quinazolin-7-yl)benzo-[d]thiazol-2-amine ClC=1C=C2C(=NC(=NC2=C(C1C1=CC=CC2=C1N=C(S2)N)F)OC[C@H]2N(C[C@H](C2)F)C)N2CCNCC(C2)(F)F